Cl.CN1N=CC(=C1)C1=CC=2C(=NC=CC2)N1 2-(1-methyl-1H-pyrazol-4-yl)-1H-pyrrolo[2,3-b]Pyridine hydrochloride